(3,5-dimethyl-1,2-oxazol-4-yl)borane CC1=NOC(=C1B)C